4-ethyl-1,3-thiazole-2-carboxylic acid C(C)C=1N=C(SC1)C(=O)O